tert-Butyl 3-(4-nitro-1H-imidazole-1-yl)pyrrolidine-1-carboxylate [N+](=O)([O-])C=1N=CN(C1)C1CN(CC1)C(=O)OC(C)(C)C